FC1=C(C=CC=C1)C1SCCCS1 2-(2-fluorophenyl)-1,3-dithiane